1,2-dichlorocyclobutene tetrafluoride [F-].[F-].[F-].[F-].ClC1=C(CC1)Cl